Cl.O1CCCC2=CC=C(C=C12)N chroman-7-amine hydrochloride